2-chloro-N-[2-[2-(dimethylamino)ethylamino]-2-oxoethyl]-4-[[3-[3-(trifluoromethyl)-1H-pyrazol-4-yl]imidazo[1,2-a]pyrazin-8-yl]amino]benzamide formate C(=O)O.ClC1=C(C(=O)NCC(=O)NCCN(C)C)C=CC(=C1)NC=1C=2N(C=CN1)C(=CN2)C=2C(=NNC2)C(F)(F)F